C(\C=C\C(=O)OCCC)(=O)OCCC di-propyl fumarate